C(C1=CC(=C(C(=C1)C(C)(C)C)O)C(C)(C)C)C1=CC(=C(C(=C1)C(C)(C)C)O)C(C)(C)C 4,4'-methylenebis[2,6-bis(1,1-dimethylethyl)-phenol]